C(#N)C1=CC=C2C=NC(=NC2=C1OC(C)C)NC1=CC(=NC=C1)CS(=O)CC 7-cyano-N-(2-((ethylsulfinyl)methyl)pyridin-4-yl)-8-isopropoxy-quinazolin-2-amine